NC=1C=C(C(=O)C2=CC(=C(C=C2)Cl)N)C=CC1Cl 3,3'-Diamino-4,4'-dichlorobenzophenone